BrC1=C(C=C(C=C1N(C1=CC2=CC=CC=C2C=C1)C1=CC2=CC=CC=C2C=C1)C)N(C1=CC2=CC=CC=C2C=C1)C1=CC2=CC=CC=C2C=C1 2-bromo-5-methyl-N1,N1,N3,N3-tetra(naphthalen-2-yl)benzene-1,3-diamine